N[C@@H]1C=2C(=NC=CC2)CC12CCN(CC2)C=2N=C(C(=NC2CO)SC2=C(C(=NC=C2)N2CC(C2)C(C)(C)O)Cl)C (S)-2-(1-(4-(5-(5-amino-5,7-dihydrospiro[cyclopenta[b]pyridine-6,4'-piperidin]-1'-yl)-6-(hydroxymethyl)-3-methylpyrazin-2-ylsulfanyl)-3-chloropyridin-2-yl)azetidin-3-yl)propan-2-ol